5-(azetidin-3-yloxy)picolinic acid methyl ester trifluoroacetate salt FC(C(=O)O)(F)F.COC(C1=NC=C(C=C1)OC1CNC1)=O